COCCOCC=1C=C2C=C(NC2=C(C1)NC1CCN(CC1)C)C1=CC=CC=C1 5-(2-methoxyethoxymethyl)-N-(1-methyl-4-piperidinyl)-2-phenyl-1H-indol-7-amine